CC(C[N+]#[C-])C1=CC=CC=C1 BETA-METHYLPHENYLETHYLISOCYANIDE